C(#N)C1(CC1)NS(=O)(=O)C=1C=C(C=2N(C1)C(=NC2)C=2SC(=NN2)C(F)(F)F)N2CCN(CC2)C(CN(C)C)=O N-(1-cyanocyclopropyl)-8-(4-(dimethylglycyl)piperazin-1-yl)-3-(5-(trifluoromethyl)-1,3,4-thiadiazol-2-yl)imidazo[1,5-a]pyridine-6-sulfonamide